FC(C1=CC=C(C=N1)C1CCC(CC1)N1C[C@]2(CCS(C2)(=O)=O)CCC1)(F)F (R)-7-((1R,4R)-4-(6-(trifluoromethyl)pyridin-3-yl)cyclohexyl)-2-thia-7-azaspiro[4.5]decane 2,2-dioxide